NC=1C(=NC(=C(C1)C(F)(F)F)C1=C(C=C(C=C1)Cl)Cl)C(=O)O 3-Amino-6-(2,4-dichloro-phenyl)-5-trifluoromethyl-pyridine-2-carboxylic acid